N-(1-(4-((4-amino-2-methylpiperidin-1-yl)methyl)phenyl)-2-oxo-1,2-dihydropyrimidin-4-yl)-4-(2-amino-2-methylpropanoyl)piperazine-1-carboxamide hydrochloride salt Cl.NC1CC(N(CC1)CC1=CC=C(C=C1)N1C(N=C(C=C1)NC(=O)N1CCN(CC1)C(C(C)(C)N)=O)=O)C